CC1(CC1)NS(=O)(=O)C=1C=C2C=C(C=NC2=CC1)NC(=O)C12CC2C1 N-(6-(N-(1-methylcyclopropyl)sulfamoyl)quinolin-3-yl)bicyclo[1.1.0]butane-1-carboxamide